5-chloro-3-cyclopropyl-2-(6-cyclopropylpyridazin-4-yl)-3H-imidazo[4,5-b]pyridine ClC1=CC=C2C(=N1)N(C(=N2)C2=CN=NC(=C2)C2CC2)C2CC2